FC=1C=C(C(=C2C=NNC12)C1=C(C(=NC=2CC(CCC12)(C)C)N1CC2(CN(C2)C(C=C)=O)CC1)C#N)C 4-(7-fluoro-5-methyl-1H-indazol-4-yl)-7,7-dimethyl-2-(2-(2-propenoyl)-2,6-diazaspiro[3.4]octan-6-yl)-5,6,7,8-tetrahydro-3-quinolinecarbonitrile